6-(1H-indazol-6-yl)-N-(4-morpholinylphenyl)-[1,2,4]triazolo[1,5-a]pyrazin-8-amine N1N=CC2=CC=C(C=C12)C=1N=C(C=2N(C1)N=CN2)NC2=CC=C(C=C2)N2CCOCC2